4-(6-chloro-7-(2-fluorophenyl)-1-(1-isopropyl-4-methyl-1H-pyrazol-5-yl)-2-oxo-1,2-dihydropyrido[2,3-d]pyrimidin-4-yl)-3-methylpiperazine-1-carboxylate ClC1=CC2=C(N(C(N=C2N2C(CN(CC2)C(=O)[O-])C)=O)C2=C(C=NN2C(C)C)C)N=C1C1=C(C=CC=C1)F